6-(2-(2-methylpyridin-4-yl)tetrahydro-2H-pyran-4-yl)-8-(methylthio)-1,3-dihydro-10H-furo[3,4-d]pyrimido[1,6-a]pyrimidin-10-one CC1=NC=CC(=C1)C1OCCC(C1)C=1N=C(N2C(=NC3=C(C2=O)COC3)C1)SC